(1S,3aR,6aS)-N-((S)-1-cyano-2-((S)-2-oxopiperidin-3-yl)ethyl)-2-(4-(difluoromethyl)-6-fluoro-1H-indole-2-carbonyl)-5,5-difluorooctahydrocyclopenta[c]pyrrole-1-carboxamide C(#N)[C@H](C[C@H]1C(NCCC1)=O)NC(=O)[C@H]1N(C[C@H]2[C@@H]1CC(C2)(F)F)C(=O)C=2NC1=CC(=CC(=C1C2)C(F)F)F